(S)-N-(7-amino-1-(isoxazol-3-yloxy)-2-oxohept-3-yl)-6-fluoronicotinamide NCCCC[C@@H](C(COC1=NOC=C1)=O)NC(C1=CN=C(C=C1)F)=O